N-{1-[5-(2-ethoxyphenyl)thiophen-2-yl]ethyl}-6,7-dimethoxy-2-methylquinazolin-4-amine C(C)OC1=C(C=CC=C1)C1=CC=C(S1)C(C)NC1=NC(=NC2=CC(=C(C=C12)OC)OC)C